4-(2-bromoethyl)piperidine-1,4-dicarboxylic acid O1-tert-butyl O4-methyl ester COC(=O)C1(CCN(CC1)C(=O)OC(C)(C)C)CCBr